CCCCCCCCCCCCC(=O)SCCNC(=O)CCNC(=O)[C@@H](C(C)(C)COP(=O)(O)OP(=O)(O)OC[C@@H]1[C@H]([C@H]([C@@H](O1)N2C=NC3=C(N=CN=C32)N)O)OP(=O)(O)O)O The molecule is a long-chain fatty acyl-CoA that results from the formal condensation of the thiol group of coenzyme A with the carboxy group of tridecanoic acid. It is a long-chain fatty acyl-CoA and an 11,12-saturated fatty acyl-CoA. It derives from a tridecanoic acid. It is a conjugate acid of a tridecanoyl-CoA(4-).